1-methyl-1-(2-(6-(2-methylthiazol-5-yl)pyrazolo[1,5-a]pyridine-3-carbonyl)-2-azaspiro[3.3]heptan-6-yl)-3-(5-(trifluoromethyl)pyridin-3-yl)urea CN(C(=O)NC=1C=NC=C(C1)C(F)(F)F)C1CC2(CN(C2)C(=O)C=2C=NN3C2C=CC(=C3)C3=CN=C(S3)C)C1